3,4,5,6-tetrafluoro-1,2-phenylenediamine FC=1C(=C(C(=C(C1F)F)F)N)N